C1(=CC=CC=C1)P(C1=C(C=C(C=C1)OC)C1OCCO1)C1=CC=CC=C1 (2-diphenylphosphino-5-methoxyphenyl)-1,3-dioxolane